N-(6-aminohexyl)-1,6-diaminohexane NCCCCCCNCCCCCCN